[2-fluoro-5-[6-(2-hydroxyethoxy)-5-(morpholin-4-yl)pyridin-3-yl]-4-methylphenyl]-3-(trifluoromethyl)pyrrolidine-1-carboxamide FC1=C(C=C(C(=C1)C)C=1C=NC(=C(C1)N1CCOCC1)OCCO)C1N(CCC1C(F)(F)F)C(=O)N